C(C1=CC=CC=C1)(=O)N1CCC(CC1)N(CC1=CC(=CC=C1)CNCC1=NC=CC=C1)CCC1=NC=CC=C1 N-[1-benzoyl-4-piperidinyl]-N-[2-(2-pyridinyl)ethyl]-N'-(2-pyridinylmethyl)-1,3-benzenedimethanamine